C(C)(C)(C)OC(NC1=C(C=C(C=C1C)Br)C)=O (4-bromo-2,6-dimethylphenyl)carbamic acid tert-butyl ester